BrC1=NC(=CC(=C1)N(C(OC(C)(C)C)=O)C)C tert-butyl N-(2-bromo-6-methyl-4-pyridyl)-N-methyl-carbamate